4-benzyl-2-(3,4-dimethylphenyl)-3,5-dioxo-2,3,4,5-tetrahydro-1,2,4-triazine-6-carbonitrile C(C1=CC=CC=C1)N1C(N(N=C(C1=O)C#N)C1=CC(=C(C=C1)C)C)=O